5-chloro-7-ethyl-N-{2-[3-(ethylamino)-4-(methoxymethyl)pyrrolidin-1-yl]-5,6,7,8-tetrahydroquinolin-6-yl}-7H-pyrrolo[2,3-c]pyridazine-3-carboxamide ClC1=CN(C=2N=NC(=CC21)C(=O)NC2CC=1C=CC(=NC1CC2)N2CC(C(C2)COC)NCC)CC